FC1=C(C=C(C(=C1)F)[N+](=O)[O-])C=1N=C(SC1)N(C(OC(C)(C)C)=O)C1=CC(=CC=C1)C(F)(F)F tert-Butyl (4-(2,4-difluoro-5-nitrophenyl)thiazol-2-yl)(3-(trifluoromethyl)phenyl)carbamate